N-[3-fluoro-4-[[7-[(3-fluoro-2-pyridyl)oxy]-4-methyl-2-oxo-chromen-3-yl]methyl]-2-pyridyl]methanesulfonamide FC=1C(=NC=CC1CC=1C(OC2=CC(=CC=C2C1C)OC1=NC=CC=C1F)=O)NS(=O)(=O)C